COCCOC1=NC=NC(=C1C1=NC=C2C(=N1)N(N=C2)CC2=CC=C(C=C2)N2N=C(C=C2C)C(F)(F)F)C 6-(4-(2-methoxyethoxy)-6-methylpyrimidin-5-yl)-1-(4-(5-methyl-3-(trifluoromethyl)-1H-pyrazol-1-yl)benzyl)-1H-pyrazolo[3,4-d]pyrimidine